4-(piperidine-4-yl)piperazine-1-carboxylic acid benzyl ester C(C1=CC=CC=C1)OC(=O)N1CCN(CC1)C1CCNCC1